CN(C(OC(C)(C)C)=O)C[C@@H]1CN(CCC1)C1=CC(=NC=C1I)Cl tert-butyl N-methyl-N-[[(3S)-1-(2-chloro-5-iodo-4-pyridyl)-3-piperidyl]methyl]carbamate